FC(C1=CC=C(C=C1)C(C)N1N=CC(=C1)C1=CN=CC(=N1)C1=CC=2N(C=C1)N=C(N2)N)(F)F 7-(6-(1-(1-(4-(trifluoromethyl)phenyl)ethyl)-1H-pyrazol-4-yl)pyrazin-2-yl)-[1,2,4]triazolo[1,5-a]pyridin-2-amine